COC=1C=NC(=NC1NC1=NNC2=CC(=CC=C12)[C@@H]1C[C@@]12C(NC1=CC=C(C=C21)OC)=O)C#N 5-methoxy-6-((6-((1R,2S)-5'-methoxy-2'-oxospiro[cyclopropan-1,3'-indolin]-2-yl)-1H-indazol-3-yl)amino)pyrimidine-2-carbonitrile